C(#N)CCCCC(CC(CCC1CCCCC1)C1=C(CC2(OCCO2)CC1)C(=O)[O-])(F)F 8-(9-cyano-1-cyclohexyl-5,5-difluorononan-3-yl)-1,4-dioxaspiro[4.5]dec-7-ene-7-carboxylate